6-iodo-N-Methyl-N-(2,2,6,6-tetramethylpiperidin-4-yl)pyridazin-3-amine IC1=CC=C(N=N1)N(C1CC(NC(C1)(C)C)(C)C)C